ClC=1C(=NC=CC1)N1CC(C1)C(C)(C)O.[Na] sodium 3-chloro-2-(3-(2-hydroxypropan-2-yl)azetidin-1-yl)pyridin